3-methylbutane-2,3-diol CC(C(C)O)(C)O